1-[2-(4-{methyl-[2-(4-methyl-piperazin-1-yl)-ethyl]-amino}-anilino)-pyrimidin-4-yl]-1H-indole-3-carboxamide CN(C1=CC=C(NC2=NC=CC(=N2)N2C=C(C3=CC=CC=C23)C(=O)N)C=C1)CCN1CCN(CC1)C